S(=O)(=O)([O-])[O-].OCC[N+](C)(CCO)CCO.OCC[N+](CCO)(CCO)C N,N,N-tris(2-hydroxyethyl)-N-methyl-ammonium sulfate